COCC[N+](CC)(C)C N-methoxyethyl-N,N-dimethyl-N-ethylammonium